1-[2-cyano-4-(1,1-difluoroethyl)phenyl]-4-{2'-ethoxy-[2,3'-bipyridine]-5-yl}-N-[(3S)-1-methylpyrrolidin-3-yl]piperidine-4-carboxamide C(#N)C1=C(C=CC(=C1)C(C)(F)F)N1CCC(CC1)(C(=O)N[C@@H]1CN(CC1)C)C=1C=CC(=NC1)C=1C(=NC=CC1)OCC